cerium(III) octanate C(CCCCCCC)(=O)[O-].[Ce+3].C(CCCCCCC)(=O)[O-].C(CCCCCCC)(=O)[O-]